2-(2-fluorophenyl)-6-methoxy-N-[(3S)-9-fluoro-2-oxo-5-phenyl-1,3-dihydro-1,4-benzodiazepine-3-yl]-6,7-dihydro-5H-pyrazolo[5,1-b][1,3]Oxazine-3-carboxamide FC1=C(C=CC=C1)C1=NN2C(OCC(C2)OC)=C1C(=O)N[C@@H]1C(NC2=C(C(=N1)C1=CC=CC=C1)C=CC=C2F)=O